NC=1C(NC2=CC(=C(N=C2C1C1=C2C=NNC2=C(C=C1)F)N1CC2(C1)CN(C2)C)C)=O 3-Amino-4-(7-fluoro-1H-indazol-4-yl)-7-methyl-6-(6-methyl-2,6-diazaspiro[3.3]heptan-2-yl)-1H-1,5-naphthyridin-2-one